NC=1C2=C(N=CN1)N(C(=C2C2=NC=C(C=N2)OC2CC2)C2=CCC1(CCN(CC1)C(C=C)=O)CC2)C 1-(9-(4-amino-5-(5-cyclopropoxy-pyrimidin-2-yl)-7-methyl-7H-pyrrolo[2,3-d]pyrimidin-6-yl)-3-azaspiro[5.5]undec-8-en-3-yl)prop-2-en-1-one